8-(2,6-difluorophenyl)-3,4,7,9,13,14-hexazatetracyclo[7.6.1.02,6.013,16]hexadeca-1(16),2(6),4,7,14-pentaene FC1=C(C(=CC=C1)F)C1=NC=2C=NNC2C=2C=NN3CCCN1C23